manganese tris(dipentanoylmethane) C(CCCC)(=O)CC(CCCC)=O.C(CCCC)(=O)CC(CCCC)=O.C(CCCC)(=O)CC(CCCC)=O.[Mn]